5-((4-(2-(Trifluoromethyl)dibenzo[b,f][1,4]oxazepin-11-yl)-1,4-diazepan-1-yl)methyl)-1,2-dihydro-3H-1,2,4-triazol-3-one FC(C=1C=CC2=C(C(=NC3=C(O2)C=CC=C3)N3CCN(CCC3)CC3=NC(NN3)=O)C1)(F)F